CC12C(OC(C2C1C(=O)O)=O)=O 1-methyl-2,4-dioxo-3-oxabicyclo[3.1.0]hexane-6-carboxylic acid